C[C@@H]([C@]1(CC[C@@H]2[C@@]1(CC[C@H]3[C@H]2CC[C@H]4[C@@]3(CC[C@H](C4)O)C)C)O)O 5β-pregnane-3α,17α,20α-triol